FC1=C(CC2C(=C(NC(=C2C(=O)OCC)C)C)C(=O)OCC)C=CC=C1 diethyl 4-(2-fluorobenzyl)-2,6-dimethyl-1,4-dihydropyridine-3,5-dicarboxylate